naphthalene-2,7-disulfonic acid C1=C(C=CC2=CC=C(C=C12)S(=O)(=O)O)S(=O)(=O)O